2-(3-(((4-((1-(6-(isoxazol-4-yl)-1H-indazol-4-yl)azetidin-3-yl)oxy)butyl)amino)methyl)-5-methylphenyl)acetonitrile O1N=CC(=C1)C1=CC(=C2C=NNC2=C1)N1CC(C1)OCCCCNCC=1C=C(C=C(C1)C)CC#N